C(=C)C=1C=C2C=CC=NC2=CC1 6-vinylquinolin